2-(4-methoxy-3-methylphenyl)-3-oxobutanoic acid methyl ester COC(C(C(C)=O)C1=CC(=C(C=C1)OC)C)=O